CC1=C(C=CC(=C1)O)C(C)(C)C1=C(C=C(C=C1)O)C 2,2-bis(2-methyl-4-hydroxyphenyl)propane